C(C)OC(CO)CO 2-ethoxy-1,3-propanediol